3-(1'-((1-(3-fluorophenyl)-1H-pyrazol-3-yl)methyl)-6-oxo-6,8-dihydro-2H,7H-spiro[furo[2,3-e]isoindole-3,4'-piperidin]-7-yl)piperidine-2,6-dione FC=1C=C(C=CC1)N1N=C(C=C1)CN1CCC2(CC1)COC1=C3CN(C(C3=CC=C12)=O)C1C(NC(CC1)=O)=O